C(C1=C(C(=CC(=C1)CC)CCCC)O)C1=C(C(=CC(=C1)CC)CCCC)O 2,2'-methylenebis(4-ethyl-6-butylphenol)